ClC1=C(C=CC=C1)C=1N(C2=NC(=NC=C2N1)N)C1CNCC1 8-(2-chlorophenyl)-9-(pyrrolidin-3-yl)-9H-purin-2-amine